FC(C=1C=C(C=CC1)C#CC1CN(CCC1)C(=O)OC(C)(C)C)(F)F tert-Butyl 3-((3-(trifluoromethyl)phenyl)ethynyl)piperidine-1-carboxylate